CN1N=C(C=C1CC(=O)C=1C=NC=CC1)C(F)(F)F 2-methyl-5-(trifluoromethyl)pyrazol-3-yl-3-pyridyl-ethanone